piperidine-1-carboxylic acid benzyl ester C(C1=CC=CC=C1)OC(=O)N1CCCCC1